C(C1=CC=CC=C1)OC(=O)N1CCC(CC1)N1C(CCCC1)CO (hydroxymethyl)[1,4'-bipiperidine]-1'-carboxylic acid benzyl ester